6-acetyl-8-cyclopentyl-5-methyl-2-[[5-(1-piperazinyl)-2-pyridinyl]amino]-pyrido[2,3-d]pyrimidin-7(8H)-one C(C)(=O)C1=C(C2=C(N=C(N=C2)NC2=NC=C(C=C2)N2CCNCC2)N(C1=O)C1CCCC1)C